C(C)C1(COC1)OCC(CCCC)CC 3-ethyl-3-[(2-ethylhexyl)oxy]oxetane